C(C)(C)(C)OC(=O)N1CCC(CC1)NC1=CC(=NC(=N1)OC(C)C)C(=O)O 6-((1-(tert-Butoxycarbonyl)piperidin-4-yl)amino)-2-isopropoxypyrimidine-4-carboxylic acid